OC1=C2C(C(=COC2=C(C(=C1)O)CN1CCC(CC1)C)C1=CC=C(C=C1)OC)=O 5,7-dihydroxy-3-(4-methoxyphenyl)-8-[(4-methylhexahydropyridin-1-yl)methyl]-4H-chromen-4-one